CC1OCC1(N)C 2,3-dimethyloxetan-3-amine